3-(hydroxymethyl)-2,8-diazaspiro[4.5]decane-8-carboxylic acid tert-butyl ester C(C)(C)(C)OC(=O)N1CCC2(CC(NC2)CO)CC1